6-((1-(6-(2,4-dimethoxypyrimidin-5-yl)imidazo[1,2-b]pyridazin-8-yl)-4,4-difluoropyrrolidin-3-yl)oxy)nicotinonitrile COC1=NC=C(C(=N1)OC)C=1C=C(C=2N(N1)C=CN2)N2CC(C(C2)(F)F)OC2=NC=C(C#N)C=C2